6-chloro-3-[(3-chloro-2-fluorophenyl)methylidene]-1H-indol-2-one ClC1=CC=C2C(C(NC2=C1)=O)=CC1=C(C(=CC=C1)Cl)F